O1CCN(CC1)C1=C(C(N2CCN(CC2)C(=O)OC(C)(C)C)C(F)(F)F)C=CC=C1 t-butyl 4-(2-morpholino (trifluoromethyl)benzyl)piperazine-1-carboxylate